trans-4-[(5-fluoro-2-methyl-benzimidazol-1-yl)methyl]cyclohexanecarboxylic acid FC1=CC2=C(N(C(=N2)C)C[C@@H]2CC[C@H](CC2)C(=O)O)C=C1